4-(methoxycarbonyl)-2-methylpiperidinium acetate C(C)(=O)[O-].COC(=O)C1CC([NH2+]CC1)C